N-(4-(3-aminopyrrolidin-1-yl)-2-methyl-1-(tetrahydro-2H-pyran-4-yl)-1H-benzo[d]imidazol-5-yl)-2-(2,6-difluorophenyl)-3-oxo-2,3-dihydropyridazin-4-carboxamide NC1CN(CC1)C1=C(C=CC=2N(C(=NC21)C)C2CCOCC2)NC(=O)C=2C(N(N=CC2)C2=C(C=CC=C2F)F)=O